FC1=CC=C(C=C1)C(N1C(CNCC1)C=1OC(=NN1)C)C1=CC=C(C=C1)F 2-(1-(bis(4-fluorophenyl)methyl)piperazin-2-yl)-5-methyl-1,3,4-oxadiazole